(2-(Azetidin-1-yl)pyrimidin-5-yl)methanol N1(CCC1)C1=NC=C(C=N1)CO